CS(=O)(=O)N[C@@H]1[C@@H](N(CCC1)C(=O)OC)CC=1C=C(C=CC1)C1=CC(=CC=C1)C(F)(F)F methyl cis-3-((methylsulfonyl)amino)-2-((3'-(trifluoromethyl)biphenyl-3-yl)methyl)piperidine-1-carboxylate